(5S)-N-[7-methoxy-4-(1-methyl-1H-pyrazol-4-yl)-1H-1,3-benzodiazol-2-yl]-7-oxa-2-azaspiro[4.5]decane-2-carboxamide COC1=CC=C(C2=C1NC(=N2)NC(=O)N2C[C@]1(CC2)COCCC1)C=1C=NN(C1)C